C(C=C)(=O)O.C(C=C)(=O)O.C1(=CC(=CC=C1)C)C 1,3-xylene diacrylate